Cl.COC=1C=C2CCNC(C2=CC1OC)CC1=CC=C(C=C1)OC 6,7-dimethoxy-1-(4-methoxybenzyl)-1,2,3,4-tetrahydroisoquinoline hydrochloride